(4-methoxyphenyl)-5,6-dihydro-2H-pyran-2-one COC1=CC=C(C=C1)C=1C(OCCC1)=O